1,2-dimethylhydrazinium dihydrochloride Cl.Cl.C[NH2+]NC